phenylbis[4-(3,3,4,4,5,5,6,6,7,7,8,8,8-tridecafluorooctyl)phenyl]phosphine C1(=CC=CC=C1)P(C1=CC=C(C=C1)CCC(C(C(C(C(C(F)(F)F)(F)F)(F)F)(F)F)(F)F)(F)F)C1=CC=C(C=C1)CCC(C(C(C(C(C(F)(F)F)(F)F)(F)F)(F)F)(F)F)(F)F